1-(2-(dimethylamino)ethyl)indolin-6-amine CN(CCN1CCC2=CC=C(C=C12)N)C